(3-(4-(4-(quinoxalin-2-yl)-1H-pyrazol-1-yl)piperidin-1-yl)phenyl)glycine N1=C(C=NC2=CC=CC=C12)C=1C=NN(C1)C1CCN(CC1)C=1C=C(C=CC1)NCC(=O)O